2-bromo-5-[[2-(trimethylsilyl)ethoxy]-methyl]pyrrolo[2,3-b]pyrazine BrC=1N=C2C(=NC1)N(C=C2)COCC[Si](C)(C)C